tetrahydroxy-p-benzoquinone OC1=C(C(C(=C(C1=O)O)O)=O)O